4-(difluoromethyl)-N-[4-fluoro-5-[3-fluoro-4-(methylcarbamoyl)phenyl]-2-[rac-(3R)-3,4-dimethylpiperazin-1-yl]phenyl]-1-methyl-6-oxopyridine-3-carboxamide FC(C=1C(=CN(C(C1)=O)C)C(=O)NC1=C(C=C(C(=C1)C1=CC(=C(C=C1)C(NC)=O)F)F)N1C[C@H](N(CC1)C)C)F |r|